((1-(3,5-difluorophenyl)-5-((S)-1-hydroxyethyl)-1H-1,2,4-triazol-3-yl)methyl)-3-((S)-3,3,3-trifluoro-2-hydroxypropyl)-1,3-dihydro-2H-imidazol-2-one FC=1C=C(C=C(C1)F)N1N=C(N=C1[C@H](C)O)CN1C(N(C=C1)C[C@@H](C(F)(F)F)O)=O